4,7,13,16,21,24-hexamethyl-1,4,7,10,13,16,21,24-octaazabicyclo[8.8.8]Hexacosane CN1CCN2CCN(CCN(CCN(CCN(CC1)C)CCN(CCN(CC2)C)C)C)C